2-Methylsulfonyl-pyrimidin CS(=O)(=O)C1=NC=CC=N1